dimethylphosphine hydrochloride Cl.CPC